C(C=C)(=O)OC1CC(CC(C1)C)(C)C 3,3,5-trimethylcyclohexanol acrylate